tert-butyl 3-[2-[[(2S)-1-benzyloxycarbonylpyrrolidin-2-yl]methoxy]-8-fluoro-7-(3-hydroxy-1-naphthyl)quinazolin-4-yl]-3,8-diazabicyclo[3.2.1]octane-8-carboxylate C(C1=CC=CC=C1)OC(=O)N1[C@@H](CCC1)COC1=NC2=C(C(=CC=C2C(=N1)N1CC2CCC(C1)N2C(=O)OC(C)(C)C)C2=CC(=CC1=CC=CC=C21)O)F